normal dodecylbenzenesulfonic acid C(CCCCCCCCCCC)C1=C(C=CC=C1)S(=O)(=O)O